(S)-1-(3-(2-amino-5,7-difluorobenzo[d]thiazol-4-yl)-2-chloro-4-fluoro-10,11-dihydropyrazino[1',2':1,2]imidazo[4,5-c]quinolin-9(8H)-yl)prop-2-en-1-one NC=1SC2=C(N1)C(=C(C=C2F)F)C2=C(C=C1C3=C(C=NC1=C2F)N=C2N3CCN(C2)C(C=C)=O)Cl